ClC1=C(C=C(CN2[C@H](C(N(CC2=O)C2=NC=C(C=C2F)OC)=O)C2COC2)C=C1)F (S)-4-(4-chloro-3-fluorobenzyl)-1-(3-fluoro-5-methoxypyridin-2-yl)-3-(oxetan-3-yl)piperazine-2,5-dione